C(C)(C)(C)OC(NCC1=NC2=CC=CC(=C2C=C1)Br)=O ((5-bromoquinolin-2-yl)methyl)carbamic acid tert-butyl ester